C(C1=CC=CC=C1)N1N=C(C2=CC=CC=C12)C(=O)NC1=CC=CC=C1 1-benzyl-N-phenyl-1H-indazole-3-carboxamide